BrC=1C(=C2C=CN=CC2=CC1)OC1CC(C1)C(=O)OC methyl (1s,3s)-3-((6-bromoisoquinolin-5-yl)oxy)cyclobutane-1-carboxylate